FC1=CC(=C(C=C1)C=1C2=C(C(=NC1C1=NN3C(CN(CC3)C(=O)OC(C)(C)C)=C1)C=1C=NN(C1)C)C=CS2)OC tert-butyl 2-[7-(4-fluoro-2-methoxy-phenyl)-4-(1-methylpyrazol-4-yl) thieno[3,2-c]pyridin-6-yl]-6,7-dihydro-4H-pyrazolo[1,5-a]pyrazine-5-carboxylate